C(CC)C1=C(C(=C(C(=O)N)C=C1)OC)OC(F)F Propylmethoxy-3-difluoromethoxybenzamide